O1COC2=C1C=CC(=C2)OC2=NC=C(C=N2)B2OC(C(O2)(C)C)(C)C 2-(benzo[d][1,3]dioxol-5-yloxy)-5-(4,4,5,5-tetramethyl-1,3,2-dioxaborolan-2-yl)pyrimidine